NC1=CC=C(C=C1)N1CC2(CN(C2)C(=O)OC(C)(C)C)C1 tert-butyl 6-(4-amino phenyl)-2,6-diazaspiro[3.3]heptane-2-carboxylate